2,2-dichloro-3-(3,4,5-trichlorophenyl)cyclopropane-1-carbonyl chloride ClC1(C(C1C1=CC(=C(C(=C1)Cl)Cl)Cl)C(=O)Cl)Cl